(Ra)-6-(1-((R)-1-(3'-Methoxy-[1,1'-biphenyl]-4-yl)ethyl)-1H-indazol-7-carboxamido)spiro[3.3]heptan COC=1C=C(C=CC1)C1=CC=C(C=C1)[C@@H](C)N1N=CC2=CC=CC(=C12)C(=O)NC1CC2(CCC2)C1